tri(isopropoxy)vanadium oxide [O-2].C(C)(C)O[V+2](OC(C)C)OC(C)C